BrC=1C=CC(=NC1)O[C@H](C(F)(F)F)C (S)-5-bromo-2-((1,1,1-trifluoropropan-2-yl)oxy)pyridine